Isobutylthiuram disulphide C(C(C)C)NC(=S)SSC(=S)N